(R)-6-(4-(2-(3-(2-hydroxyphenyl)-5-methyl-7,8-dihydro-5H-pyrido[3',4':4,5]pyrrolo[2,3-c]pyridazin-6(9H)-yl)pyrimidin-5-yl)piperazin-1-yl)spiro[3.3]heptane-2-carboxylic acid OC1=C(C=CC=C1)C1=CC2=C(N=N1)NC1=C2[C@H](N(CC1)C1=NC=C(C=N1)N1CCN(CC1)C1CC2(CC(C2)C(=O)O)C1)C